C1(CC1)C=1N=CN(C1)N1C(=CC2=CC=CC=C12)C(=O)NC1=NC(=CC=C1)C1=NN=CN1C(C)C (4-cyclopropyl-1H-imidazol-1-yl)-N-(6-(4-isopropyl-4H-1,2,4-triazol-3-yl)pyridin-2-yl)-1H-indole-2-carboxamide